CC1=CC=C(C(N1C1=CC=[N+](C=C1)[O-])=O)C(=O)N 6-methyl-1-(1-oxidopyridin-1-ium-4-yl)-2-oxopyridine-3-carboxamide